2-oxo-2-[(2R,5S)-5-methyl-2-[2-(1-methyl-3-piperidyl)-1,3-benzothiazol-5-yl]-1-piperidyl]acetamide O=C(C(=O)N)N1[C@H](CC[C@@H](C1)C)C=1C=CC2=C(N=C(S2)C2CN(CCC2)C)C1